ClC1=NC=2CCC(C(C2C=C1)=O)C1=CC=CC=C1 2-chloro-6-phenyl-7,8-dihydroquinolin-5(6H)-one